ClC1=CC=C(C(=N1)C(=O)NN)F 6-chloro-3-fluoropyridine-2-carbohydrazide